N[C@H](C(=O)OC)CC1=C2N=CC=NC2=C(C=C1)Br methyl (S)-2-amino-3-(8-bromoquinoxalin-5-yl)propanoate